FC=1C=C2C(=NNC(C2=CC1)=O)C(=C)C 6-fluoro-4-(prop-1-en-2-yl)phthalazin-1(2H)-one